C(#N)[C@]1(C[C@@H](CCC1)NCCCC[C@@H](C)OC1=C(C=CC(=C1)C)S(=O)(=O)N1[C@@H](CCC1)C(=O)OC(C)(C)C)C tert-Butyl ((2-(((R)-6-(((1R,3R)-3-cyano-3-methylcyclohexyl)amino)hexan-2-yl)oxy)-4-methylphenyl)sulfonyl)-L-prolinate